6-methyl-5-(4,4,5,5-tetramethyl-1,3,2-dioxaborolan-2-yl)-1-[[2-(trimethylsilyl)ethoxy]methyl]-1,3-benzodiazole CC=1C(=CC2=C(N(C=N2)COCC[Si](C)(C)C)C1)B1OC(C(O1)(C)C)(C)C